N1=CC=C(C=C1)C=1N=C(C2=C(N1)C=NC=C2)N2CCC1(CCN(C1)CC(F)(F)F)CC2 2-(pyridin-4-yl)-4-(2-(2,2,2-trifluoroethyl)-2,8-diazaspiro[4.5]decan-8-yl)pyrido[3,4-d]pyrimidine